COC=1C=C2CCN(C(C2=C(C1)OC(C(=O)O)(C)C)=O)CC1=CC(=CC=C1)C(F)(F)F 2-[6-methoxy-1-oxo-2-(3-trifluoromethyl-benzyl)-1,2,3,4-tetrahydroisoquinoline-8-oxy]-2-methylpropionic acid